tert-butyl (S)-(1-(1-(iodomethyl)cyclobutoxy)propan-2-yl)carbamate ICC1(CCC1)OC[C@H](C)NC(OC(C)(C)C)=O